C(#N)C=1C=CC=C2CC3(CCNCC3)[C@@H](C12)N[S@](=O)C(C)(C)C (R)-N-[(1S)-7-cyano-1,3-dihydrospiro[indene-2,4'-piperidin]-1-yl]-2-methylpropane-2-sulfinamide